5-(1-fluoro-2-hydroxypropan-2-yl)pyrazin FCC(C)(O)C=1N=CC=NC1